3-methoxy-1-((1S,3R)-3-methoxycyclobutyl)-N-(6-((S)-5-methyl-6,7-dihydro-5H-pyrrolo[1,2-a]imidazol-3-yl)pyridin-2-yl)-1H-pyrazole-4-carboxamide COC1=NN(C=C1C(=O)NC1=NC(=CC=C1)C1=CN=C2N1[C@H](CC2)C)C2CC(C2)OC